IC=1C(=NC(=NC1)NC=1C=C(C=CC1)NC(=O)N1CCCC1)NCCCNC(=O)C=1SC=CC1 N-[3-[[5-iodo-4-[3-(thiophene-2-carbonylamino)propylamino]pyrimidin-2-yl]amino]phenyl]pyrrolidine-1-carboxamide